triglycerin monolinoleate C(CCCCCCC\C=C/C\C=C/CCCCC)(=O)O.OCC(O)CO.OCC(O)CO.OCC(O)CO